7-bromo-2-(4-bromophenyl)-[1,2,4]triazolo[1,5-a]pyridine BrC1=CC=2N(C=C1)N=C(N2)C2=CC=C(C=C2)Br